[Ge](Br)Br Germanium bromide